CN(C1CN(C1)C=1C=CC(=NC1)NC(=O)C=1N=C(SC1)C1=C(N=CN1C(C)C)C1=CC=C(C=C1)F)C N-(5-(3-(dimethylamino)azetidin-1-yl)pyridin-2-yl)-2-(4-(4-fluorophenyl)-1-isopropyl-1H-imidazol-5-yl)thiazole-4-carboxamide